1-[3-(1-hydroxyethyl)-6-[6-[(6-methylpyridazin-3-yl)amino]benzimidazol-1-yl]-2-pyridyl]-5-methyl-pyrazole-3-carbonitrile OC(C)C=1C(=NC(=CC1)N1C=NC2=C1C=C(C=C2)NC=2N=NC(=CC2)C)N2N=C(C=C2C)C#N